ethoxydiethylene glycol monomethacrylate C(C(=C)C)(=O)O.C(C)OC(COCCO)O